2-methyl-4-cyano-5-(1-naphthyl)pyrroline CC=1NC(C(C1)C#N)C1=CC=CC2=CC=CC=C12